CC1=CC=C(CC=2N(C(C3=CC=CC=C3C2)=O)S(=O)(=O)C2=CC=C(C=C2)[N+](=O)[O-])C=C1 3-(4-Methylbenzyl)-2-((4-nitrophenyl)sulfonyl)isoquinolin-1(2H)-one